C1(CCC1)C=1C(=NN(C1C1=CC(=CC(=C1)F)F)C)NC([C@H](C)C1CC(C1)(F)F)=O (R)-N-(4-cyclobutyl-5-(3,5-difluorophenyl)-1-methyl-1H-pyrazol-3-yl)-2-(3,3-difluorocyclobutyl)propanamide